C(C)N1C2=CC=CC=C2C=2C=C(C=CC12)C=O 9-ethyl-9H-carbazole-3-carbaldehyde